6-((1H-pyrazol-4-yl)sulfonyl)-2-((1-cyclopropyl-1H-pyrazol-3-yl)methyl)phthalazin-1(2H)-one N1N=CC(=C1)S(=O)(=O)C=1C=C2C=NN(C(C2=CC1)=O)CC1=NN(C=C1)C1CC1